S(=O)(=O)(O)C1=CC=C(C2=CC=CC=C12)N=NC1=C(C=CC2=CC=CC=C12)O.[Na].[Na].[Na] trisodium 1-(4-sulfo-1-naphthylazo)-2-naphthol